5-sulfoisophthalate Sodium Salt [Na+].S(=O)(=O)(O)C=1C=C(C=C(C(=O)[O-])C1)C(=O)[O-].[Na+]